3-(4-hexylcyclohexyl)propionic acid C(CCCCC)C1CCC(CC1)CCC(=O)O